N,N,5-trimethyl-1H-pyrazole-3-carboxamide CN(C(=O)C1=NNC(=C1)C)C